COC(CCCC(CC(C)=O)=O)=O 5,7-Dioxooctanoic acid methyl ester